F[C@@H]1[C@@H]([C@@H](N(C1)C(C(C)(C)O)=O)CC=1C(=C(C=CC1)C1=CC=CC=C1)F)NS(=O)(=O)CC N-[(2S,3R,4S)-4-fluoro-2-[(2-fluoro[1,1'-biphenyl]-3-yl)methyl]-1-(2-hydroxy-2-methylpropanoyl)pyrrolidin-3-yl]ethanesulfonamide